N-(3',4'-dichloro-4-fluorobiphenyl-2-yl)-3-difluoromethyl-1-methylpyrazole-4-carboxamide ClC=1C=C(C=CC1Cl)C1=C(C=C(C=C1)F)NC(=O)C=1C(=NN(C1)C)C(F)F